N'-hydroxy-5-(2-(methylsulfonyl)ethyl)pyridinecarboxamidine ON=C(N)C1=NC=C(C=C1)CCS(=O)(=O)C